3-[4-[8-chloro-7-[2-methyl-3-(2-trimethylsilylethoxymethyl)benzimidazol-5-yl]oxy-quinoxalin-2-yl]pyrazol-1-yl]-2,2-dimethyl-propanenitrile ClC=1C(=CC=C2N=CC(=NC12)C=1C=NN(C1)CC(C#N)(C)C)OC1=CC2=C(N=C(N2COCC[Si](C)(C)C)C)C=C1